OCCCC1=C(C(=C(C=C1)O)N)[N+](=O)[O-] 4-Hydroxypropyl-amino-3-nitrophenol